C1(CCCCC1)CSC=1N(C(=NN1)CNC(CN1C(CC(C1)C1=CC=CC=C1)=O)=O)C1=CC=C(C=C1)F N-{[5-[(cyclohexylmethyl)thio]-4-(4-fluorophenyl)-4H-1,2,4-triazol-3-yl]methyl}-2-(2-oxo-4-phenyl-1-pyrrolidinyl)acetamide